FC=1C(=CC(=C(C(=O)O)C1)O[C@@H](C)CCC)N1N=C2COCCN2C1=O 5-fluoro-4-(3-oxo-5,6-dihydro-3H-[1,2,4]triazolo[3,4-c][1,4]oxazin-2(8H)-yl)-2-[(2S)-pent-2-yloxy]benzoic acid